2-((((2-fluorophenyl)(4-(tributylsilyl)phenyl)phosphaneyl)(methyl)amino)(4-(tributylsilyl)phenyl)phosphaneyl)phenyl methanesulfonate CS(=O)(=O)OC1=C(C=CC=C1)P(C1=CC=C(C=C1)[Si](CCCC)(CCCC)CCCC)N(C)P(C1=CC=C(C=C1)[Si](CCCC)(CCCC)CCCC)C1=C(C=CC=C1)F